7-bromo-2,4-dichloroimidazo[2,1-f][1,2,4]triazine BrC1=CN=C2C(=NC(=NN21)Cl)Cl